6-[2-(morpholin-4-yl)ethyl]-2-(trifluoromethyl)-6,7-dihydro-4H-pyrazolo[1,5-a]pyrrolo[3,4-d]pyrimidine N1(CCOCC1)CCN1C=C2NC=3N(C=C2C1)N=C(C3)C(F)(F)F